[NH4+].[NH4+].P(=O)(OC1CC(C1)C(=O)OC1=C(C(=CC(=C1)CCCCC)O)[C@H]1[C@@H](CCC(=C1)C)C(=C)C)([O-])[O-] 3-((((1'R,2'R)-6-hydroxy-5'-methyl-4-pentyl-2'-(prop-1-en-2-yl)-1',2',3',4'-tetrahydro-[1,1'-biphenyl]-2-yl)oxy)carbonyl)cyclobutyl phosphate di-ammonium salt